7-[[4-[[(1S)-2-hydroxy-1-phenyl-ethyl]amino]-5-(5-methyl-1H-1,2,4-triazol-3-yl)pyrimidin-2-yl]amino]-2-methyl-1,4-dihydroisoquinolin-3-one OC[C@H](C1=CC=CC=C1)NC1=NC(=NC=C1C1=NNC(=N1)C)NC1=CC=C2CC(N(CC2=C1)C)=O